phenylmethyl 1-[[4-[[(1Z)-2-ethoxy-3,3,3-trifluoro-1-propen-1-yl]oxy]phenyl]methyl]-1H-pyrazole-4-carboxylate C(C)O\C(=C/OC1=CC=C(C=C1)CN1N=CC(=C1)C(=O)OCC1=CC=CC=C1)\C(F)(F)F